FC1(CCN(CCC1)C1=NC2=CC=CC=C2C=C1C(=O)NC=1C=NC=C(C1)S(N)(=O)=O)F 2-(4,4-difluoroazepan-1-yl)-N-(5-sulfamoylpyridin-3-yl)quinoline-3-carboxamide